oxo((trifluoromethyl)sulfonyl)silver O=[Ag]S(=O)(=O)C(F)(F)F